thiosaccharic acid OC(=S)[C@H](O)[C@@H](O)[C@H](O)[C@H](O)C(=O)O